CC([C@@H](C(=O)N1C(C2C(C2C1)(C)C)C(=O)O)NC(C(F)(F)F)=S)(C)C 3-((S)-3,3-dimethyl-2-(2,2,2-trifluoroethanethioamido)butanoyl)-6,6-dimethyl-3-azabicyclo[3.1.0]hexane-2-carboxylic acid